CC1CCC2C(C3C(CCC12C3)(C)OC(C=CC3=CC(=C(C=C3)OC(C(C)(C)C)=O)O)=O)(C)C 3,6,8,8-tetramethyloctahydro-1H-3a,7-methanoazulen-6-yl-3-(3-hydroxy-4-(pivaloyloxy)phenyl)acrylate